Cl.C1C2N(CCN1C=1C=CC(=C(C(=O)N[C@H](C)C3=CC=CC4=CC=CC=C34)C1)C)CCC2 5-(3,4,6,7,8,8a-Hexahydro-1H-pyrrolo[1,2-a]pyrazin-2-yl)-2-methyl-N-[(1R)-1-(1-naphthyl)ethyl]benzamide hydrochloride salt